NC/C(/CN1N=CN(C1=O)CC1=CC=C(S1)C=1C=C2CCC(NC2=C(C1)F)=O)=C\F 6-[5-[[1-[(E)-2-(aminomethyl)-3-fluoro-allyl]-5-oxo-1,2,4-triazol-4-yl]methyl]-2-thienyl]-8-fluoro-3,4-dihydro-1H-quinolin-2-one